6-(dimethylamino)-N-(2-{2-[2-(2-{2-[(7-nitro-2,1,3-benzoxadiazol-4-yl)amino]ethoxy}ethoxy)ethoxy]ethoxy}benzene-1-sulfonyl)-1-benzofuran-2-carboxamide CN(C1=CC2=C(C=C(O2)C(=O)NS(=O)(=O)C2=C(C=CC=C2)OCCOCCOCCOCCNC2=CC=C(C3=NON=C32)[N+](=O)[O-])C=C1)C